3-[7-bromo-1-(pyridin-3-ylmethyl)benzimidazol-2-yl]-4-methyl-1,2,5-oxadiazole BrC1=CC=CC2=C1N(C(=N2)C2=NON=C2C)CC=2C=NC=CC2